BrC1=C(C=CC=C1C([2H])([2H])Br)C([2H])([2H])Br 2-bromo-1,3-bis[bromo(dideuterio)methyl]benzene